(2-oxo-1,2-dihydropyridin-4-yl)-2-(6-azaspiro[2.5]oct-6-yl)-5-(trifluoromethyl)-nicotinamide O=C1NC=CC(=C1)C1=NC(=C(C(=O)N)C=C1C(F)(F)F)N1CCC2(CC2)CC1